CC=1C=C2/C(/C(NC2=CC1C(=O)OC)=O)=C(\C1=CC=CC=C1)/NC1=CC(=C(C=C1)C(NOC1CCN(CC1)C)=O)C (Z)-Methyl 5-methyl-3-(((3-methyl-4-(((1-methylpiperidin-4-yl)oxy)carbamoyl)phenyl)amino)(phenyl)methylene)-2-oxoindoline-6-carboxylate